2-bromo-N'-[5-[6-[1-(difluoromethyl)propoxy]-3-pyridyl]pyrazin-2-yl]-2,2-difluoro-acetohydrazide BrC(C(=O)NNC1=NC=C(N=C1)C=1C=NC(=CC1)OC(CC)C(F)F)(F)F